BrC1=C(C=O)C=CC(=C1)OCC1=CC(=C(C=C1)Cl)Cl 2-bromo-4-((3,4-dichlorobenzyl)oxy)benzaldehyde